The molecule is a member of the class of aflatoxins that is obtained by the formal epoxidation across the 8,9-double bond of aflatoxin M1. It has a role as a xenobiotic metabolite. It is an aflatoxin, an aromatic ether, an aromatic ketone, a tertiary alcohol, an epoxide and a cyclic ketal. It derives from an aflatoxin M1. COC1=C2C3=C(C(=O)CC3)C(=O)OC2=C4C(=C1)O[C@@H]5[C@]4([C@@H]6[C@@H](O6)O5)O